(4,5-diamino-2-fluorophenyl)dimethylphosphine oxide NC1=CC(=C(C=C1N)P(C)(C)=O)F